(1R,2S,5R)-1-amino-2-(((R)-2-amino-3-mercaptopropanamido)methyl)-5-(2-boronoethyl)cyclohexane-1-carboxylic acid N[C@]1([C@@H](CC[C@H](C1)CCB(O)O)CNC([C@H](CS)N)=O)C(=O)O